BrCC=C(C(=O)OC(C)(C)C)CC(=O)OC 1-(tert-butyl) 4-methyl 2-(2-bromoethylidene)succinate